1-((3-(benzyloxy)azetidin-1-yl)sulfonyl)-1H-imidazole C(C1=CC=CC=C1)OC1CN(C1)S(=O)(=O)N1C=NC=C1